FC(C(=O)O)(F)F.C(C)(C)NC=1C2=C(N=C(N1)NC1=C(C=C(C=C1)S(=O)(=O)C)OC)NC=C2 N4-isopropyl-N2-(2-methoxy-4-(methyl-sulfonyl)phenyl)-7H-pyrrolo[2,3-d]pyrimidine-2,4-diamine 2,2,2-trifluoroacetate